(6S)-6-(1-(8-isobutyl-8-azabicyclo[3.2.1]oct-3-yl)piperidin-4-yl)-2-(4-(methylsulfonyl)phenyl)-5,6,7,8-tetrahydroimidazo[1,2-a]pyridine C(C(C)C)N1C2CC(CC1CC2)N2CCC(CC2)[C@@H]2CCC=1N(C2)C=C(N1)C1=CC=C(C=C1)S(=O)(=O)C